BrC1=C(C(=CC=C1)Cl)C=C(Br)Br 1-bromo-3-chloro-2-(2,2-dibromovinyl)benzene